1-(6-((4-((2-aminoethyl)amino)-5-(trifluoromethyl)pyrimidin-2-yl)amino)-3,4-dihydroisoquinolin-2(1H)-yl)-3-hydroxy-3-methylbutan-1-one NCCNC1=NC(=NC=C1C(F)(F)F)NC=1C=C2CCN(CC2=CC1)C(CC(C)(C)O)=O